N-(5-(pyridine-4-yl)-1H-pyrazolo[3,4-b]pyridine-3-yl)benzamide N1=CC=C(C=C1)C=1C=C2C(=NC1)NN=C2NC(C2=CC=CC=C2)=O